FC(C1=NN=C(O1)C1=CC=C(CN2C=NC(=C2)C=2C=CC3=C(N=C(S3)N)C2)C=C1)F 5-(1-(4-(5-(difluoromethyl)-1,3,4-oxadiazol-2-yl)benzyl)-1H-imidazol-4-yl)benzo[d]thiazol-2-amine